NC1=CC(=NC=C1OCCOC)NC(C)=O N-(4-amino-5-(2-methoxyethoxy)pyridin-2-yl)acetamide